Methyl (2S)-2-((2S)-2-(((2-(3-chlorophenyl)-2,2-difluoro-1-phenylethoxy)carbonyl)amino)-3-cyclohexylpropanamido)-3-((S)-2-oxopyrrolidin-3-yl)propanoate ClC=1C=C(C=CC1)C(C(OC(=O)N[C@H](C(=O)N[C@H](C(=O)OC)C[C@H]1C(NCC1)=O)CC1CCCCC1)C1=CC=CC=C1)(F)F